rac-5-[4-[4-[3-[1-[3-amino-6-(2-hydroxyphenyl)pyridazin-4-yl]azetidin-3-yl]oxyphenyl]piperazine-1-carbonyl]-1-piperidyl]-2-(2,6-dioxo-3-piperidyl)isoindoline-1,3-dione NC=1N=NC(=CC1N1CC(C1)OC=1C=C(C=CC1)N1CCN(CC1)C(=O)C1CCN(CC1)C=1C=C2C(N(C(C2=CC1)=O)[C@H]1C(NC(CC1)=O)=O)=O)C1=C(C=CC=C1)O |r|